N-(4-(5-(6-(3-cyanopyrrolo[1,2-b]pyridazin-7-yl)-4-(isopropylamino)pyridin-3-yl)-1,3,4-thiadiazol-2-yl)cuban-1-yl)acetamide C(#N)C1=CC=2N(N=C1)C(=CC2)C2=CC(=C(C=N2)C2=NN=C(S2)C21C3C4C5(C(C24)C1C53)NC(C)=O)NC(C)C